3-(6-amino-4-oxo-quinazolin-3-yl)-1-oxa-8-azaspiro[4.5]decane-8-carboxylate NC=1C=C2C(N(C=NC2=CC1)C1COC2(C1)CCN(CC2)C(=O)[O-])=O